C(C)(C)(C)OC(=O)N1CC(C(CC1)(O)CN1C=C(C(=CC1=O)C1=CC=CC=C1)C(=O)O)(C)C 1-((1-(tert-butoxycarbonyl)-4-hydroxy-3,3-dimethylpiperidin-4-yl)methyl)-6-oxo-4-phenyl-1,6-dihydropyridine-3-carboxylic acid